N1(CCCCC1)C1CC(C1)N1C(C2(CCNCC2)C2=CC=CC=C12)=O 1-((1s,3s)-3-(piperidin-1-yl)cyclobutyl)spiro[indoline-3,4'-piperidin]-2-one